cerium eicosenoate C(C=CCCCCCCCCCCCCCCCCC)(=O)[O-].[Ce+3].C(C=CCCCCCCCCCCCCCCCCC)(=O)[O-].C(C=CCCCCCCCCCCCCCCCCC)(=O)[O-]